7-fluoroquinoline-2,4-dicarboxylic acid FC1=CC=C2C(=CC(=NC2=C1)C(=O)O)C(=O)O